ClC=1C(=CC(=C(C1)C1=CC=CC=C1)[C@H]1[C@@H](C1)C=1C=NC(=NC1)C1=NC=CC=N1)OC trans-5-(2-(5-chloro-4-methoxy-[1,1'-biphenyl]-2-yl)cyclopropyl)-2,2'-bipyrimidine